FC1=CC=C(C=C1)NC(=O)C1N(C(NC1)=O)C1=NC(=CC(=C1)C(F)(F)F)C N-(4-fluorophenyl)-3-(6-methyl-4-(trifluoromethyl)pyridin-2-yl)-2-oxoimidazolidine-4-carboxamide